(2-naphthalen-2-yl)-4,7-diphenyl-1,10-phenanthroline C1=C(C=CC2=CC=CC=C12)C1=NC2=C3N=CC=C(C3=CC=C2C(=C1)C1=CC=CC=C1)C1=CC=CC=C1